C1(C=CC=C1)[Co+] cyclopentadienyl-cobalt (II)